3'-(4-phenyl-6-(2-(spiro[dibenzo[b,d]silole-5,10'-dibenzo[b,e][1,4]oxasilin]-2'-yl)naphthalen-1-yl)-1,3,5-triazin-2-yl)-[1,1'-biphenyl]-4-carbonitrile C1(=CC=CC=C1)C1=NC(=NC(=N1)C1=C(C=CC2=CC=CC=C12)C1=CC2=C(OC3=C([Si]24C2=C(C5=C4C=CC=C5)C=CC=C2)C=CC=C3)C=C1)C=1C=C(C=CC1)C1=CC=C(C=C1)C#N